C(C)OC(C(NN1C(CC[C@H]1C(F)(F)F)=O)=N)=O (S)-2-imino-2-((2-oxo-5-(trifluoromethyl)pyrrolidin-1-yl)amino)acetic acid ethyl ester